tert-butyl N-[2-[(4-bromo-5-isopropyl-isoxazol-3-yl)methoxy]ethyl]-N-methyl-carbamate BrC=1C(=NOC1C(C)C)COCCN(C(OC(C)(C)C)=O)C